8-(6-amino-5-((2-amino-3-chloropyridine-4-yl)thio)pyrazin-2-yl)-2-cyclopropyl-8-azaspiro[4.5]dec-2-en-1-amine NC1=C(N=CC(=N1)N1CCC2(CC=C(C2N)C2CC2)CC1)SC1=C(C(=NC=C1)N)Cl